3-(4-acryloyl-3-(cyanomethyl)piperazin-1-yl)-1-(2,6-dimethylmorpholino)-6-(naphthalen-1-yl)-5,6,7,8-tetrahydro-2,6-naphthyridine-4-carbonitrile C(C=C)(=O)N1C(CN(CC1)C=1N=C(C=2CCN(CC2C1C#N)C1=CC=CC2=CC=CC=C12)N1CC(OC(C1)C)C)CC#N